7-{4-[(5-chloropyridin-2-yl)methyl]-4-hydroxypiperidin-1-yl}-2,4-dimethyl-5-oxo-4H,5H-[1,3]thiazolo[5,4-b]pyridine-6-carbonitrile ClC=1C=CC(=NC1)CC1(CCN(CC1)C=1C2=C(N(C(C1C#N)=O)C)SC(=N2)C)O